NCC1=CC=C(C=C1)NC(=O)C1=CC2=C(OCCC3=C2SC=C3)C=C1C=1C(=NC(=CC1)C(NCC1(CC1)CO)=O)C(=O)O 3-(9-((4-(aminomethyl)phenyl)carbamoyl)-4,5-dihydrobenzo[b]thieno[2,3-d]oxepin-8-yl)-6-(((1-(hydroxymethyl)cyclopropyl)methyl)carbamoyl)picolinic acid